4,4'-oxybis(2-benzofurane-1,3-dione) O(C1=CC=CC=2C(OC(C21)=O)=O)C2=CC=CC=1C(OC(C12)=O)=O